Sodium (2S)-1-hydroxy-2-((S)-4-methyl-2-((((7-(2-phenylacetyl)-7-azaspiro[3.5]nonan-2-yl)oxy)carbonyl)amino)pentanamido)-3-((R)-2-oxopyrrolidin-3-yl)propane-1-sulfonate OC([C@H](C[C@@H]1C(NCC1)=O)NC([C@H](CC(C)C)NC(=O)OC1CC2(C1)CCN(CC2)C(CC2=CC=CC=C2)=O)=O)S(=O)(=O)[O-].[Na+]